1-ethyl-1,4-diazacycloheptane C(C)N1CCNCCC1